C(C)(C)(C)OC(=O)N1[C@H]([C@@H](C1)CSC)C (trans)-2-methyl-3-(methylthiomethyl)azetidine-1-carboxylic acid tert-butyl ester